C(C)(C)(C)OC(=O)N1CCC2(CCC[C@H]2NS(=O)C(C)(C)C)CC1.[C@H]1(CCCC12CCNCC2)N (1R)-8-Azaspiro[4.5]decan-1-amine tert-Butyl-(1R)-1-((tert-butylsulfinyl)amino)-8-azaspiro[4.5]decane-8-carboxylate